N-(3-amino-4-(2-chloro-5-fluorophenoxy)-1-(2-morpholino-2-oxoethyl)-1H-indazol-5-yl)-3-fluoro-5-(trifluoromethyl)benzamide NC1=NN(C2=CC=C(C(=C12)OC1=C(C=CC(=C1)F)Cl)NC(C1=CC(=CC(=C1)C(F)(F)F)F)=O)CC(=O)N1CCOCC1